4-(4-(3-(4-(3-(4-chloro-3-ethyl-1H-pyrrolo[2,3-b]pyridin-5-yl)phenyl)-3-oxopiperazin-1-yl)-3-oxopropyl)piperazin-1-yl)-2-(2,6-dioxopiperidin-3-yl)isoindoline-1,3-dione ClC1=C2C(=NC=C1C=1C=C(C=CC1)N1C(CN(CC1)C(CCN1CCN(CC1)C1=C3C(N(C(C3=CC=C1)=O)C1C(NC(CC1)=O)=O)=O)=O)=O)NC=C2CC